5-(2-(((3R,4S)-3-fluoro-1-((1-methyl-1H-pyrazol-4-yl)sulfonyl)piperidin-4-yl)amino)-5-(trifluoromethyl)pyrimidin-4-yl)-2-(1-hydroxyethyl)thiophene-3-carbonitrile F[C@@H]1CN(CC[C@@H]1NC1=NC=C(C(=N1)C1=CC(=C(S1)C(C)O)C#N)C(F)(F)F)S(=O)(=O)C=1C=NN(C1)C